6-((2-((3R,4S)-3-amino-4-fluoro-1-piperidinyl)-5-(trifluoromethyl)-1H-benzimidazol-1-yl)methyl)-3-pyridinecarbonitrile N[C@@H]1CN(CC[C@@H]1F)C1=NC2=C(N1CC1=CC=C(C=N1)C#N)C=CC(=C2)C(F)(F)F